C1CC12CN(CC2)C2=NC(=CC=1N2C=CN1)NC(C1=C(C=C(C=C1)NS(=O)(=O)CCO)N1CCC2(CC2)CC1)=O N-(5-(5-azaspiro[2.4]heptan-5-yl)imidazo[1,2-c]pyrimidin-7-yl)-4-((2-hydroxyethyl)sulfonamido)-2-(6-azaspiro[2.5]octan-6-yl)benzamide